NCC(C(=O)O)C aminomethylpropionic acid